C1(C(=CC(C=C1)=O)CO)=O p-benzoquinonemethanol